(3,3-difluorocyclobutyl)-(1-triisopropylsilylpyrrolo[2,3-b]pyridin-5-yl)methanone FC1(CC(C1)C(=O)C=1C=C2C(=NC1)N(C=C2)[Si](C(C)C)(C(C)C)C(C)C)F